{2-Chloro-4-[(5-chloro-thiophen-2-ylmethyl)-(methyl)amino]-phenyl}-carbamic acid 2,2-dimethylpropyl ester CC(COC(NC1=C(C=C(C=C1)N(C)CC=1SC(=CC1)Cl)Cl)=O)(C)C